2-mesyl-8-morpholino-6-[3-(m-tolyl)-1-pyrazolyl]-1,2,3,4-tetrahydro-2,4a,5,9-tetraazafluorene S(=O)(=O)(C)N1CC2=NC3=C(C=C(N=C3N2CC1)N1N=C(C=C1)C=1C=C(C=CC1)C)N1CCOCC1